N-ethyl-2-(6-fluoronaphthalen-1-yl)-N-methylethan-1-amine C(C)N(CCC1=CC=CC2=CC(=CC=C12)F)C